2-(2-pentyloxy-ethoxy)-1-aminoethane C(CCCC)OCCOCCN